C12(CCC(CC1)C2)C2=C(C(=CC(=C2)C21CCC(CC2)C1)C12CCC(CC1)C2)S(=O)(=O)Cl 2,4,6-tri-norbornyl-benzenesulfonyl chloride